(1-Methoxyisopropyl)acetat COC(C)(C)OC(C)=O